COC1=C(C=C(C(=C1)C=O)OC)C=O 2,5-dimethoxy-1,4-benzenedicarbaldehyde